propyl para-aminobenzoate NC1=CC=C(C(=O)OCCC)C=C1